[Si](C)(C)(C(C)(C)C)OC(C(=C)C=1C=C(N=NC1)C1=CC(=C(C=C1)OC)OCCC)C 5-(3-((tert-butyl-dimethylsilyl)oxy)but-1-en-2-yl)-3-(4-methoxy-3-propoxyphenyl)pyridazine